2-[(di-p-tolyl)phenylthioxo]phenylsulfonium C1(=CC=C(C=C1)C=1C(=C(C=CC1)S=C1C(C=CC=C1)[SH2+])C1=CC=C(C=C1)C)C